sodium dimethyl phthalate C(C=1C(C(=O)OC)=CC=CC1)(=O)OC.[Na]